O=C1C=C(N=C(N1)C=1C=C(CNC(C(C)C)=O)C=CC1C(F)(F)F)C=1C=NC(=CC1)OCC1CCOCC1 N-(3-{6-oxo-4-[6-(tetrahydropyran-4-ylmethoxy)pyridin-3-yl]-1,6-dihydropyrimidin-2-yl}-4-(trifluoromethyl)benzyl)isobutyramide